N-(3-bromo-2-methoxybenzyl)-4-(5-methyl-2-((1-methyl-1H-pyrazol-5-yl)amino)pyrimidin-4-yl)oxazole-2-carboxamide BrC=1C(=C(CNC(=O)C=2OC=C(N2)C2=NC(=NC=C2C)NC2=CC=NN2C)C=CC1)OC